O1CCOC12CCC(CC2)=O 1,4-dioxa-spiro[4.5]decan-8-one